FC1=C(CC2N(CC23CCNCC3)C(=O)C3C(NC2(CNC2)C3)=O)C=CC(=C1)C(F)(F)F 7-[2-fluoro-4-(trifluoromethyl)benzyl-2,7-diazaspiro[3.5]nonane-2-carbonyl]-2,5-diazaspiro[3.4]octan-6-one